2,6-dimethyl-4-(4,4,5,5-tetramethyl-1,3,2-dioxaborolan-2-yl)pyridine CC1=NC(=CC(=C1)B1OC(C(O1)(C)C)(C)C)C